FC1(OC=2C(=CC=3C(N(CC3C2)C2=C(C=C(C=N2)OC(C#N)(C)C)S(=O)(=O)CC)=O)O1)F 2-[[6-(2,2-difluoro-7-oxo-5H-[1,3]dioxolo[4,5-f]isoindol-6-yl)-5-ethylsulfonyl-3-pyridinyl]oxy]-2-methyl-propionitrile